1-(tert-butoxycarbonyl)-piperidin-4-one C(C)(C)(C)OC(=O)N1CCC(CC1)=O